C(C1=CC=CC=C1)(=O)O.C(C1=CC=CC=C1)(=O)O.O(CCCO)CCCO 3,3'-Oxybis(1-propanol) dibenzoate